NC=1C(=CC(=C(C1)NC(OC(C)(C)C)=O)OC)C1CCN(CC1)C tert-butyl (5-amino-2-methoxy-4-(1-methylpiperidine-4-yl)phenyl)carbamate